maleimide compound with barbituric acid N1C(=O)NC(=O)CC1=O.C1(C=CC(N1)=O)=O